C(C)C1=CC=C(CN2CCN(CC2)C(CCC2=CC(=CC=C2)O)=O)C=C1 1-(4-(4-ethylbenzyl)piperazinyl)-3-(3-hydroxyphenyl)-1-propanone